N-(cyclohexylmethyl)-1-(6-(2-methoxyphenyl)pyridazin-3-yl)piperidin-3-amine C1(CCCCC1)CNC1CN(CCC1)C=1N=NC(=CC1)C1=C(C=CC=C1)OC